C(C\C=C/CC)OC=CC1=CC=CC=C1 (2-(((Z)-hex-3-en-1-yl)oxy)vinyl)benzene